C(C=C)(=O)N1[C@@H](CCC1)C1=NC(=C2N1C=CN=C2N)C2=CC(=C(C(=O)NC1=NC=CC=C1)C=C2)F (S)-4-(3-(1-acryloylpyrrolidin-2-yl)-8-aminoimidazo[1,5-a]pyrazin-1-yl)-2-fluoro-N-(pyridin-2-yl)benzamide